6-(3-(2,3-difluorophenoxy)-7,8-dihydro-1,6-naphthyridin-6(5H)-yl)-5-methylnicotinonitrile FC1=C(OC=2C=NC=3CCN(CC3C2)C2=NC=C(C#N)C=C2C)C=CC=C1F